BrC=1C=C(C=CC1)N(C1=CC=2N(C3=CC=C(C=C13)F)C=NN2)C 5-((3-bromophenyl)(methyl)amino)-7-fluoro-[1,2,4]Triazolo[4,3-a]Quinoline